3-(pyrimidin-2-yl)-5-({6-[(2R,3R,4R,5S)-3,4,5-trihydroxy-2-(hydroxymethyl)piperidin-1-yl]hexyl}amino)benzoic acid N1=C(N=CC=C1)C=1C=C(C(=O)O)C=C(C1)NCCCCCCN1[C@@H]([C@H]([C@@H]([C@H](C1)O)O)O)CO